(S)-5-(1,3-dimethyl-1H-pyrazol-4-yl)-2-(1-(4-ethoxy-5-fluoropyridin-2-yl)ethyl)-7-(2-(ethyl(methyl)amino)ethyl)-3,4-dihydroisoquinolin-1(2H)-one CN1N=C(C(=C1)C1=C2CCN(C(C2=CC(=C1)CCN(C)CC)=O)[C@@H](C)C1=NC=C(C(=C1)OCC)F)C